palmitoyl-S-glyceryl-cysteine C(CCCCCCCCCCCCCCC)(=O)N[C@@H](CSCC(O)CO)C(=O)O